1-(4-(4-(3-(4-Methoxyphenyl)-1,2,4-oxadiazol-5-yl)piperazine-1-carbonyl)piperazin-1-yl)ethan-1-one COC1=CC=C(C=C1)C1=NOC(=N1)N1CCN(CC1)C(=O)N1CCN(CC1)C(C)=O